CNC1=NC(=NC(=N1)N)C1=CC=C2C=NN(C2=C1)C1OCCCC1 N2-methyl-6-(1-tetrahydropyran-2-yl-indazol-6-yl)-1,3,5-triazine-2,4-diamine